The molecule is a fatty acid ester obtained by the formal condensation of 2-phenylethanol with valeric acid. It derives from a valeric acid and a 2-phenylethanol. CCCCC(=O)OCCC1=CC=CC=C1